C(C)(C)(C)OC([C@@H](C)N1C(NC2=C(C1=O)C(=C(S2)C=2OC=CN2)C)=O)=O (R)-2-(5-methyl-6-(oxazol-2-yl)-2,4-dioxo-1,4-dihydrothieno[2,3-d]Pyrimidin-3(2H)-yl)propionic acid tert-butyl ester